ClC=1C=C(C(=O)O)C=C(C1C1=CN(C2=NC=C(C=C21)C=2C(=NOC2C)C)C(C)C2=NC=CC=C2)Cl 3,5-dichloro-4-(5-(3,5-dimethylisoxazol-4-yl)-1-(1-(pyridin-2-yl)ethyl)-1H-pyrrolo[2,3-b]pyridin-3-yl)benzoic acid